tert-butyl 3-(4-(((tert-butyldiphenylsilyl)oxy)methyl)pent-4-enoyl)-6,7-dihydro-2H-pyrazolo[4,3-c]pyridine-5(4H)-carboxylate [Si](C1=CC=CC=C1)(C1=CC=CC=C1)(C(C)(C)C)OCC(CCC(=O)C=1NN=C2C1CN(CC2)C(=O)OC(C)(C)C)=C